COCCOCC(CN1N=CC(=C1)B1OC(C(O1)(C)C)(C)C)O 1-(2-methoxyethoxy)-3-(4-(4,4,5,5-tetramethyl-1,3,2-dioxaborolan-2-yl)-1H-pyrazol-1-yl)propan-2-ol